(R)-N-((5-(1,2-Dihydroxyethyl)-8-(4-(trifluoromethoxy)phenyl)quinoxalin-6-yl)methyl)cyclobut-1-ene-1-carboxamide O[C@@H](CO)C1=C2N=CC=NC2=C(C=C1CNC(=O)C1=CCC1)C1=CC=C(C=C1)OC(F)(F)F